N1(CCOCC1)C1=CC=C(C=C1)C(\C=C/C1=CC=C(C(=O)O)C=C1)=O 4-[(Z)-3-(4-Morpholin-4-ylphenyl)-3-oxoprop-1-enyl]benzoic acid